BrC(/C(=C/F)/F)(CF)F Z-3-bromo-1,2,3,4-tetrafluorobut-1-ene